10,13-Dihydroxy-tetracos-15-enoic acid OC(CCCCCCCCC(=O)O)CCC(CC=CCCCCCCCC)O